R-(-)-3-hydroxybutyryl-CoA O[C@@H](CC(=O)SCCNC(CCNC([C@@H](C(COP(OP(OC[C@@H]1[C@H]([C@H]([C@@H](O1)N1C=NC=2C(N)=NC=NC12)O)OP(=O)(O)O)(=O)O)(=O)O)(C)C)O)=O)=O)C